3-(2-fluoro-6-((4-methoxybenzyl)oxy)phenyl)-3-oxopropanenitrile FC1=C(C(=CC=C1)OCC1=CC=C(C=C1)OC)C(CC#N)=O